ClC1=NC=C2N(C(N(C2=N1)C1CC(C1)=O)=O)C 2-chloro-7-methyl-9-(3-oxocyclobutyl)-7,9-dihydro-8H-purin-8-one